ClC1=C(C=CC=C1)N1C(N=C(C2=C(C=C(C=C12)C1CC1)OC)NCC1CC1)=O 1-(2-Chlorophenyl)-7-cyclopropyl-4-((cyclopropylmethyl)amino)-5-methoxyquinazolin-2(1H)-one